(R)-2-(6-((1-(2-hydroxyethyl)piperidin-3-yl)thio)-4-methylpyridazin-3-yl)-5-(trifluoromethyl)phenol OCCN1C[C@@H](CCC1)SC1=CC(=C(N=N1)C1=C(C=C(C=C1)C(F)(F)F)O)C